ethan-1-amine-2,2-d2 C(C([2H])[2H])N